1-[4-fluoro-2-(trifluoromethoxy)phenyl]pyrazolo[3,4-d]pyrimidin-4-ol FC1=CC(=C(C=C1)N1N=CC=2C1=NC=NC2O)OC(F)(F)F